methyl 2-((1R,4r)-4-((R)-4-(tert-butoxycarbonyl)-3-(methoxymethyl) piperazin-1-yl) cyclohexyl)-5-(2,2,2-trifluoroacetamido)-2H-indazole-6-carboxylate C(C)(C)(C)OC(=O)N1[C@H](CN(CC1)C1CCC(CC1)N1N=C2C=C(C(=CC2=C1)NC(C(F)(F)F)=O)C(=O)OC)COC